C(C1=CC=CC=C1)OCCN[C@H](C)C1=C(C(=C(C(=C1)OC)Br)OC)C (1R)-N-[2-(benzyloxy)ethyl]-1-(4-bromo-3,5-dimethoxy-2-methylphenyl)ethan-1-amine